O=C(CCCCCCC(=O)NCC1(CCCC1)N1CCCCC1)C 8-oxo-N-[(1-piperidin-1-ylcyclopentyl)methyl]nonanamide